C(CCCCCCCCCCCCCCCCCC=C)O 19-icosen-1-ol